ClC=1C=CC(=C(C1)C1=CC(NC=C1OC)=O)N1N=NC(=C1)Cl 4-[5-chloro-2-(4-chloro-1H-1,2,3-triazol-1-yl)phenyl]-5-methoxypyridin-2(1H)-one